bis(4-vinylbenzyl)hexane-1,6-diaminium dichloride [Cl-].[Cl-].C(=C)C1=CC=C(CC(CCCCC[NH3+])([NH3+])CC2=CC=C(C=C2)C=C)C=C1